COC(CC1=C(C=CC=C1C=C)F)=O 2-(2-fluoro-6-vinylphenyl)acetic acid methyl ester